N-[(1R,3S)-3-{[6-chloro-2-(trifluoromethyl)quinolin-4-yl]amino}cyclohexyl]-1-[(3R)-piperidin-3-yl]-1H-pyrazole-4-carboxamide ClC=1C=C2C(=CC(=NC2=CC1)C(F)(F)F)N[C@@H]1C[C@@H](CCC1)NC(=O)C=1C=NN(C1)[C@H]1CNCCC1